4-((5-chloropyrazin-2-yl)thio)indoline-1-carboxylic acid tert-butyl ester C(C)(C)(C)OC(=O)N1CCC2=C(C=CC=C12)SC1=NC=C(N=C1)Cl